CC1(OB(OC1(C)C)C=C1CN(CC1)C(=O)OC(C)(C)C)C Tert-butyl 3-((4,4,5,5-tetramethyl-1,3,2-dioxaborolan-2-yl)methylene)pyrrolidine-1-carboxylate